IC1=C(C(=O)O)C=C(C=C1)S(NC)(=O)=O 2-Iodo-5-(N-methylsulfamoyl)benzoic acid